1-(3-(3-bromo-5-isobutyl-1H-pyrazol-1-yl)phenyl)piperidine BrC1=NN(C(=C1)CC(C)C)C=1C=C(C=CC1)N1CCCCC1